CNC(C(=O)O)C N-Methylaminopropanoic acid